sodium (S)-3-(3-(1,6-dimethyl-4-oxido-2-oxo-1,2-dihydropyridin-3-yl)ureido)-3-(2',6'-dimethylbiphenyl-3-yl)propanoate CN1C(C(=C(C=C1C)[O-])NC(N[C@@H](CC(=O)[O-])C=1C=C(C=CC1)C1=C(C=CC=C1C)C)=O)=O.[Na+].[Na+]